tert-butyl ((4R,5S)-7-ethyl-4-(3-((E)-2-((4-(oxetan-3-yl)piperazin-1-yl)methyl)but-2-enamido)phenyl)-6-oxo-1-phenyl-4,5,6,7-tetrahydro-1H-pyrazolo[3,4-b]pyridin-5-yl)carbamate C(C)N1C2=C([C@H]([C@@H](C1=O)NC(OC(C)(C)C)=O)C1=CC(=CC=C1)NC(\C(=C\C)\CN1CCN(CC1)C1COC1)=O)C=NN2C2=CC=CC=C2